N-(4-((2,3-dihydro-1H-indene-5-yl)amino)-2-(naphthalen-2-yl)quinazolin-6-yl)-4-(trifluoromethyl)benzamide C1CCC2=CC(=CC=C12)NC1=NC(=NC2=CC=C(C=C12)NC(C1=CC=C(C=C1)C(F)(F)F)=O)C1=CC2=CC=CC=C2C=C1